The molecule is an organic sodium salt composed of iron(3+), sodium and 5-(oxidoimino)-6-oxo-5,6-dihydronaphthalene-2-sulfonate ions in a 1:1:3 ratio. Used to stain collagen and animal tissue. It has a role as a histological dye. It is an organic sodium salt and an iron coordination entity. It contains a 5-(oxidoimino)-6-oxo-5,6-dihydronaphthalene-2-sulfonate. C1=CC2=C(C=CC(=C2N=O)[O-])C=C1S(=O)(=O)[O-].C1=CC2=C(C=CC(=C2N=O)[O-])C=C1S(=O)(=O)[O-].C1=CC2=C(C=CC(=C2N=O)[O-])C=C1S(=O)(=O)[O-].[Na+].[Na+].[Na+].[Fe+3]